tert-butyl 3-(4-((3-chloro-2-fluorophenyl)amino)pyrido[3,4-d]pyrimidin-6-yl)tetrahydropyrimidine-1(2H)-carboxylate ClC=1C(=C(C=CC1)NC=1C2=C(N=CN1)C=NC(=C2)N2CN(CCC2)C(=O)OC(C)(C)C)F